C(C=C)(=O)OCCC[Si](OCC)(OCC)C1=CC=CC=C1 {3-(acryloyloxy)propyl}phenyldiethoxysilane